lauryldimethylmethacrylamidopropyl-ammonium tosylate S(=O)(=O)([O-])C1=CC=C(C)C=C1.C(CCCCCCCCCCC)[N+](CCCNC(C(=C)C)=O)(C)C